BrC1=C(C=CC=C1)NC1=CC(=CC(=C1)OC1=CC(=CC=C1)C1=NC=CC=C1)C(C)(C)C N-(2-bromophenyl)-3-(tert-butyl)-5-(3-(pyridin-2-yl)phenoxy)aniline